(±)-3-(3-morpholinophenyl)-3-(3-(3-(5,6,7,8-tetrahydro-1,8-naphthyridin-2-yl)propyl)-1H-pyrazol-1-yl)propionic acid O1CCN(CC1)C=1C=C(C=CC1)[C@@H](CC(=O)O)N1N=C(C=C1)CCCC1=NC=2NCCCC2C=C1 |r|